2-(2-aminoethyl)-6-methyl-1-oxo-3,4-dihydropyrrolo[1,2-a]pyrazine-7-carboxylic acid NCCN1C(C=2N(CC1)C(=C(C2)C(=O)O)C)=O